5'-O-(4,4'-dimethoxytrityl)-N4-benzoyldeoxycytidine-3'-yl 2-((3,4,5-tris(octadecyloxy)benzoyl)oxy)acetate C(CCCCCCCCCCCCCCCCC)OC=1C=C(C(=O)OCC(=O)O[C@@]2(C[C@@H](O[C@@H]2COC(C2=CC=C(C=C2)OC)(C2=CC=C(C=C2)OC)C2=CC=CC=C2)N2C(=O)N=C(NC(C3=CC=CC=C3)=O)C=C2)O)C=C(C1OCCCCCCCCCCCCCCCCCC)OCCCCCCCCCCCCCCCCCC